FC(COCC(F)F)(COCC(F)F)F 2,2-difluoro-1,3-bis(2,2-difluoroethoxy)propane